C(C1=CC=CC=C1)OC1=CC2=C(N(C3=C(CC2)C=CC(=C3)Cl)CCCCN3C(C2=CC=CC=C2C3=O)=O)C=C1 2-[4-(2-benzyloxy-7-chloro-10,11-dihydro-dibenzo[b,f]azepin-5-yl)-butyl]-isoindole-1,3-dione